C1(=CC=CC=C1)N(C1=CC=CC=C1)C(=CC1=CC=CC=C1)C1(NC(=CC(=C1)C(=CC1=CC=CC=C1)N(C1=CC=CC=C1)C1=CC=CC=C1)C(=CC1=CC=CC=C1)N(C1=CC=CC=C1)C1=CC=CC=C1)C 2,4,6-tri{(diphenylamino)styryl}-picoline